C1(CCCC1)N1C(=NC=C1)NC=1C=C(C2=C(N=C(N=C2)NC2=CC=C(C=C2)N2CCN(CC2)C)N1)C#C N7-(1-cyclopentylimidazol-2-yl)-5-ethynyl-N2-[4-(4-methylpiperazin-1-yl)phenyl]pyrido[2,3-d]pyrimidine-2,7-diamine